(6-methoxynaphthalene-2-yl)boric acid COC=1C=C2C=CC(=CC2=CC1)OB(O)O